N-methyl-N-[(3R,4R)-4-methylpiperidin-3-yl]carbamic acid tert-butyl ester C(C)(C)(C)OC(N([C@H]1CNCC[C@H]1C)C)=O